2-{[1-({3,4-difluoro-2-[(2-fluoro-4-iodophenyl)amino]phenyl}carbonyl)azetidin-3-yl]amino}ethanol FC=1C(=C(C=CC1F)C(=O)N1CC(C1)NCCO)NC1=C(C=C(C=C1)I)F